diethyl farnesylphosphonate C(C=C(C)CCC=C(C)CCC=C(C)C)P(OCC)(OCC)=O